COC(=O)C1CCC(CC1)C(=O)OC 1,4-cyclohexanedicarboxylic acid dimethyl ester